N-(4-(6-amino-5-(4-((S)-2-cyanopyrrolidine-1-carbonyl)cyclohex-1-en-1-yl)pyrimidin-4-yl)phenyl)-2-butynamide NC1=C(C(=NC=N1)C1=CC=C(C=C1)NC(C#CC)=O)C1=CCC(CC1)C(=O)N1[C@@H](CCC1)C#N